[N+](=O)([O-])C1=C(C=CC(=C1)C(F)(F)F)S 2-nitro-4-(trifluoromethyl)benzenethiol